tert-butyl 5-chloro-1-(2-hydroxyethyl)-2-oxo-1,2-dihydrospiro[indole-3,4'-piperidine]-1'-carboxylate ClC=1C=C2C(=CC1)N(C(C21CCN(CC1)C(=O)OC(C)(C)C)=O)CCO